C(#N)C=1C=C(C=CC1F)NC(=O)C1=C(N(C(=C1C)C(C(N[C@H](C(F)(F)F)C)=O)=O)C([2H])([2H])[2H])C (S)-N-(3-cyano-4-fluorophenyl)-2,4-dimethyl-1-(methyl-d3)-5-(2-oxo-2-((1,1,1-trifluoroprop-2-yl)amino)acetyl)-1H-pyrrole-3-carboxamide